FC1=C(OC=2N=CC(=NC2)NC([C@H](C)N2CC(N(CC2)C(=O)C2=CN(C(C=C2)=O)CCO)(C)C)=O)C=CC(=C1)F (S)-N-(5-(2,4-difluorophenoxy)pyrazin-2-yl)-2-(4-(1-(2-hydroxyethyl)-6-oxo-1,6-dihydropyridine-3-carbonyl)-3,3-dimethylpiperazin-1-yl)propanamide